N1=CC=C(C=C1)C=1C=C(C(=O)O)C=CC1 3-(pyridin-4-yl)benzoic acid